tert-butyl N-methyl-N-[1-[3-(methylamino)phenyl]-4-piperidyl]carbamate CN(C(OC(C)(C)C)=O)C1CCN(CC1)C1=CC(=CC=C1)NC